6-[(2S)-2-Aminopropyl]-N-(2-furylmethyl)thieno[3,2-d]pyrimidin-4-amine dihydrochloride tert-Butyl-N-[(1S)-2-[4-(2-furylmethylamino)thieno[3,2-d]pyrimidin-6-yl]-1-methyl-ethyl]carbamate C(C)(C)(C)OC(N[C@H](CC1=CC=2N=CN=C(C2S1)NCC=1OC=CC1)C)=O.Cl.Cl.N[C@H](CC1=CC=2N=CN=C(C2S1)NCC=1OC=CC1)C